2-bromo-4-methoxy-3,5,6-trifluorobenzyl (1R)-trans-3-(2-methyl-1-propenyl)-2,2-dimethylcyclopropanecarboxylate CC(=C[C@H]1C([C@@H]1C(=O)OCC1=C(C(=C(C(=C1F)F)OC)F)Br)(C)C)C